(Z)-2-Cyano-3-hydroxy-N-(5-(N-(2-methoxyethyl)-N-methylsulfamoyl)pyrimidin-2-yl)-3-(5-methylisoxazol-4-yl)acrylamide C(#N)/C(/C(=O)NC1=NC=C(C=N1)S(N(C)CCOC)(=O)=O)=C(\C=1C=NOC1C)/O